4-(4-(6-(4-(4-isopropylpiperazin-1-yl)phenyl)-1,2-dimethyl-1H-benzo[d]imidazol-4-yl)benzyl)morpholine C(C)(C)N1CCN(CC1)C1=CC=C(C=C1)C=1C=C(C2=C(N(C(=N2)C)C)C1)C1=CC=C(CN2CCOCC2)C=C1